NCC1=NNC(C2=CC=C(C=C12)C=1C=C(C=NC1)OC1=CC=C(C#N)C=C1)=O 4-((5-(4-(aminomethyl)-1-oxo-1,2-dihydrophthalazin-6-yl)pyridin-3-yl)oxy)benzonitrile